2-nitro-1,3-benzenedimethanol [N+](=O)([O-])C1=C(C=CC=C1CO)CO